tert-butyl (S)-6-(3-(2-(difluoromethyl)-2-ethylpiperazin-1-yl)-5-methyl-1H-pyrazol-1-yl)-2-azaspiro[3.3]heptane-2-carboxylate FC([C@]1(N(CCNC1)C1=NN(C(=C1)C)C1CC2(CN(C2)C(=O)OC(C)(C)C)C1)CC)F